2-(2-(dimethylamino)ethoxy)cyclohexan-1-amine CN(CCOC1C(CCCC1)N)C